COC1=NC(=CC(=C1C=1C(=NC(=CC1P(C1=CC=CC=C1)C1=CC=CC=C1)OC)OC)P(C1=CC=CC=C1)C1=CC=CC=C1)OC 2,2',6,6'-Tetramethoxy-4,4'-bis(diphenylphosphino)-3,3'-bipyridin